[O-]P(O\C=C(/C(=O)[O-])\C1=CC=CC=C1)=O (2z)-3-{[oxido(oxo)phosphino]oxy}-2-phenylacrylate